C1(CCCCC1)[C@@H](C(NC1=CC=C2C(=C1)NC(C21CCOCC1)=O)=O)NC(OC1CNC1)=O Azetidin-3-yl N-{(1S)-1-cyclohexyl-2-oxo-2-[(2-oxospiro[1H-indole-3,4'-oxane]-6-yl)amino]-ethyl}carbamate